C(C)OC(=O)C=1OC2=C(C1)C=CC(=C2)S(=O)(=O)NC=2C(NC=CC2)=O 3-(2-(ethoxycarbonyl)benzofuran-6-sulfonylamino)pyridine-2-one